N-(3-{4-[(2-Hydroxyethyl)amino]furo[2,3-d]pyrimidin-5-yl}phenyl)prop-2-enamide OCCNC=1C2=C(N=CN1)OC=C2C=2C=C(C=CC2)NC(C=C)=O